FC1(C(C1)C(=O)NCC=1SC(=CC1)C(CSC=1C2=C(N=C(N1)C)N=CC=C2)=O)F 2,2-difluoro-N-((5-(2-((2-methylpyrido[2,3-d]pyrimidin-4-yl)thio)acetyl)thiophen-2-yl)methyl)cyclopropane-1-carboxamide